triphenylphosphine dithioformate C(=S)S.C1(=CC=CC=C1)P(C1=CC=CC=C1)C1=CC=CC=C1